C(C=1C(C(=O)[O-])=CC=CC1)(=O)[O-].[NH+]1(CCCC1)[NH+]1CCCC1 (1,1')-bipyrrolidinium phthalate